C(C)N(C(CCC)=O)CC N,N-diethyl-butyric acid amide